(2,2'-dimethyl-[1,1'-biphenyl]-3,3'-diyl)bis(5,6,7,8-tetrahydro-[1,2,4]triazolo[4,3-a]pyrazine-3-carboxamide) CC1=C(C=CC=C1C1CNCC=2N1C(=NN2)C(=O)N)C2=C(C(=CC=C2)C2CNCC=1N2C(=NN1)C(=O)N)C